2-{4-[5-chloro-2-(4,5-dihydro-1,2-oxazol-3-yl)phenyl]-5-methoxy-2-oxopyridin-1(2H)-yl}-3-[(2R)-tetrahydro-2H-pyran-2-yl]propionic acid ClC=1C=CC(=C(C1)C1=CC(N(C=C1OC)C(C(=O)O)C[C@@H]1OCCCC1)=O)C1=NOCC1